C(C=C)(=O)N1C[C@H](CC1)C1=NN(C=2C(=NNC(C21)=O)N)C2=CC=C(C=C2)OC2=CC=CC=C2 (S)-3-(1-Acryloylpyrrolidin-3-yl)-7-amino-1-(4-phenoxyphenyl)-1,5-dihydro-4H-pyrazolo[3,4-d]pyridazin-4-on